CC1=C(C=C2C(=NC=NC2=C1)NCC=O)[N+](=O)[O-] 2-((7-methyl-6-nitroquinazolin-4-yl)amino)acetaldehyde